4-((3S,5R)-4-(3-((R)-4-amino-3,3-dimethylpyrrolidin-1-yl)propyl)-3,5-dimethylpiperazin-1-yl)-N-(5-(3,5-dimethoxyphenethyl)-1H-pyrazol-3-yl)benzamide N[C@@H]1C(CN(C1)CCCN1[C@H](CN(C[C@H]1C)C1=CC=C(C(=O)NC2=NNC(=C2)CCC2=CC(=CC(=C2)OC)OC)C=C1)C)(C)C